ClC1=CN=C(N=N1)N1CCC2(CC1)OC1=C([C@H]2N[S@](=O)C(C)(C)C)C=CC=C1 (R)-N-((R)-1'-(6-chloro-1,2,4-triazin-3-yl)-3H-spiro[benzofuran-2,4'-piperidin]-3-yl)-2-methylpropan-2-sulfinamide